N-(2-aminobenzyl)-2-fluoro-N-(furan-2-ylmethyl)benzamide NC1=C(CN(C(C2=C(C=CC=C2)F)=O)CC=2OC=CC2)C=CC=C1